2-butyl-4-chloro-1-((2'-(1H-tetrazol-5-yl)(1,1'-biphenyl)-4-yl)methyl)-1H-imidazole-5-methanol C(CCC)C=1N(C(=C(N1)Cl)CO)CC1=CC=C(C=C1)C1=C(C=CC=C1)C1=NN=NN1